C1=C(C=CC2=CC=CC=C12)SP(C1=CC=CC=C1)(C1=CC=CC=C1)=O S-(2-naphthyl)thio-diphenyl-phosphorus oxide